1-((2-(2,6-dioxopiperidin-3-yl)-6-fluoro-1-oxoisoindoline-5-yl)methyl)piperidine O=C1NC(CCC1N1C(C2=CC(=C(C=C2C1)CN1CCCCC1)F)=O)=O